tert-butyl (3S,4S)-4-fluoro-3-((5-fluoro-4-(6-(oxetan-3-yl)imidazo[1,2-a]pyrazin-3-yl)pyrimidin-2-yl)amino)piperidine-1-carboxylate F[C@@H]1[C@H](CN(CC1)C(=O)OC(C)(C)C)NC1=NC=C(C(=N1)C1=CN=C2N1C=C(N=C2)C2COC2)F